D-glycero-D-galacto-heptitol C([C@H](O)[C@@H](O)[C@@H](O)[C@H](O)[C@H](O)CO)O